2,3-bis(2-methoxy-4-nitro-5-sulfophenyl)-5-[(phenylamino)carbonyl]-2H-tetrazolium hydroxide [OH-].COC1=C(C=C(C(=C1)[N+](=O)[O-])S(=O)(=O)O)N1[NH2+]C(=NN1C1=C(C=C(C(=C1)S(=O)(=O)O)[N+](=O)[O-])OC)C(=O)NC1=CC=CC=C1